tert-Butyl 4-[[2-(3-cyanophenyl)-3-iodo-pyrazolo[1,5-a]pyrimidin-5-yl]methyl]piperazine-1-carboxylate C(#N)C=1C=C(C=CC1)C1=NN2C(N=C(C=C2)CN2CCN(CC2)C(=O)OC(C)(C)C)=C1I